BrC=1C=C(C=NC1)C1(CC1)NC(OC(C)(C)C)=O tert-butyl (1-(5-bromopyridin-3-yl)cyclopropyl)carbamate